BrC=1C=C2C(=[N+](C1)[O-])OCC(O2)(C)C 7-bromo-2,2-dimethyl-2,3-dihydro-[1,4]dioxino[2,3-b]pyridine-5-oxide